IC1=CN(C=2N=CN=C(C21)NCC2=NC(=NC=C2)N2CCN(CC2)C(=O)OC(C)(C)C)COCC[Si](C)(C)C Tert-butyl 4-(4-(((5-iodo-7-((2-(trimethylsilyl)ethoxy)methyl)-7H-pyrrolo[2,3-d]pyrimidin-4-yl)amino)methyl)pyrimidin-2-yl)piperazine-1-carboxylate